(E)-N-(2-(diethylamino)-4-methoxy-5-((4-(1-methyl-1H-indol-3-yl)pyrimidin-2-yl)amino)phenyl)-4-(4-methylpiperazin-1-yl)but-2-enamide C(C)N(C1=C(C=C(C(=C1)OC)NC1=NC=CC(=N1)C1=CN(C2=CC=CC=C12)C)NC(\C=C\CN1CCN(CC1)C)=O)CC